C(CCCCCCCCCCCCCCCCCCCCCCC)(=O)OC[C@@H](OC(CCCCCCCCCCCCCCCCCCCCCCC)=O)COP(=O)([O-])OCC[N+](C)(C)C (1,2-dilignoceroyl)-sn-glycero-3-phosphocholine